6-(3-amino-6-bromo-5-fluoropyrazin-2-yl)-4,8-difluoroisoquinolin-1(2H)-one NC=1C(=NC(=C(N1)F)Br)C=1C=C2C(=CNC(C2=C(C1)F)=O)F